[Si](C1=CC=CC=C1)(C1=CC=CC=C1)(C(C)(C)C)OC(C(CO)O)C 4-[(tert-butyldiphenylsilyl)oxy]Oxapentan-3-ol